FC1(CN(C1)C=1C=C2C(=CC=NC2=CC1)NC1=NC=C(C=C1)C1=NC2=C(N1)C=CC(=C2)NC2=CC(=NC=C2)C)F 6-(3,3-Difluoroazetidin-1-yl)-N-(5-(5-(2-methylpyridin-4-ylamino)-1H-benzo[d]imidazol-2-yl)pyridin-2-yl)quinolin-4-amine